3-((S)-2-(3-(1H-benzo[d]imidazol-1-yl)cyclobutane-1-carbonyl)isoxazolidin-3-yl)-5-fluorobenzonitrile N1(C=NC2=C1C=CC=C2)C2CC(C2)C(=O)N2OCC[C@H]2C=2C=C(C#N)C=C(C2)F